2,5-dicarboxyl-terephthalaldehyde C(=O)(O)C1=C(C=O)C=C(C(=C1)C=O)C(=O)O